FC1=C(C(=CC=C1)F)C=1N=C(SC1)\C=C\C1=CC(=CC=C1)Br (E)-4-(2,6-difluorophenyl)-2-m-bromophenylvinyl-thiazole